CC(CC#N)N1N=C(C=C1)C=1C=CC=C2C=NC(=NC12)NC1=CC(=CC=C1)N1CCN(CC1)CC 8-(1-(1-methyl-cyanoethyl)pyrazolyl)-N-(3-(1-ethylpiperazin-4-yl)phenyl)quinazolin-2-amine